6-(2,6-dichloro-3,5-dimethoxyphenyl)-1-(tetrahydro-2H-pyran-2-yl)-4,5,6,7-tetrahydro-1H-indazole ClC1=C(C(=C(C=C1OC)OC)Cl)C1CCC=2C=NN(C2C1)C1OCCCC1